C(CCCCCCCCCCCCCCCCCCCCCC=C)N 23-tetracosene-1-amine